CN(C)C1=C(C=CC=C1)O N,N-dimethyl-aminophenol